C(C)[C@]1(C(OCC=2C(N3CC=4C(=NC=5C=C(C(=CC5C4)NC(CNC([C@H](CC4=CC=CC=C4)[NH3+])=O)=O)F)C3=CC21)=O)=O)O (S)-1-((2-(((S)-4-ethyl-8-fluoro-4-hydroxy-3,14-dioxo-3,4,12,14-tetrahydro-1H-pyrano[3',4':6,7]indolizino[1,2-b]quinolin-9-yl)amino)-2-oxoethyl)amino)-1-oxo-3-phenylpropan-2-aminium